C1(=CC=CC=C1)C1CCCCCCCCCC1 phenylcycloundecan